C(CCC)C(C(=O)OCCCCCCOC(C(=O)O)COCCCCCCOC(C(CCCCCC)CCCC)=O)CCCCCC 2,3-bis[6-(2-butyloctanoyloxy)hexoxy]propanoic acid